BrC=1C=C2CNCC2=CC1 5-bromo-2,3-dihydroisoindole